N,1-bis(4'-methylbenzenesulfonyl)pyrrolidine-3-amine CC1=CC=C(C=C1)S(=O)(=O)NC1CN(CC1)S(=O)(=O)C1=CC=C(C=C1)C